2-Amino-6-(trifluoromethyl)benzonitrile NC1=C(C#N)C(=CC=C1)C(F)(F)F